FC1=C(C=CC(=C1)[N+](=O)[O-])O 2-fluoro-4-nitrophenol